5-((4-methoxyphenyl)-ethynyl)-N-methyl-N-(piperidin-4-yl)pyrazin-2-amine COC1=CC=C(C=C1)C#CC=1N=CC(=NC1)N(C1CCNCC1)C